2-(Dimethylamino)ethyl ether CN(CCOCCN(C)C)C